2-Ethyl-6-methyl-2H-benzo[b][1,4]oxazin-3(4H)-one C(C)C1C(NC2=C(O1)C=CC(=C2)C)=O